trioxaneOne O1C(OCOC1)=O